CSC1=NC=C(C=N1)C=1OC=C(N1)C(=O)O 2-(2-(methylthio)pyrimidin-5-yl)-oxazole-4-carboxylic acid